FC=1C(=NC=CC1CC=1C=NC=C(C1C)NC1=NC=C(C=C1)OC(F)(F)F)NS(NC)(=O)=O 3-fluoro-N-(methylsulfamoyl)-4-[[4-methyl-5-[[5-(trifluoromethoxy)-2-pyridyl]amino]-3-pyridyl]methyl]pyridin-2-amine